3-CHLORO-1H-PYRROLO[2,3-E]PYRIDINE-5-CARBALDEHYDE ClC1=CNC=2C=CC(=NC21)C=O